CN1CC(C(CC1)=O)C 1,3-dimethylpiperidin-4-one